COC(=O)C1=CNC(=C1)C1=NC(=NC=C1F)N1CCN(CC1)C(=O)N1N=CC[C@H]1C1=CC(=CC(=C1)F)F (S)-5-(2-(4-(5-(3,5-difluorophenyl)-4,5-dihydro-1H-pyrazole-1-carbonyl)piperazin-1-yl)-5-fluoropyrimidin-4-yl)-1H-pyrrole-3-carboxylic acid methyl ester